tert-butyl 8-[(E)-3-ethoxy-3-oxo-prop-1-enyl]-2,4-dimethyl-chromane-4-carboxylate C(C)OC(/C=C/C=1C=CC=C2C(CC(OC12)C)(C(=O)OC(C)(C)C)C)=O